(1S)-1-[2-methyl-5-(4,4,5,5-tetramethyl-1,3,2-dioxaborolan-2-yl)phenyl]ethan-1-ol CC1=C(C=C(C=C1)B1OC(C(O1)(C)C)(C)C)[C@H](C)O